FC(C=1C=C(C=C(C1)C(F)(F)F)C1C(C1C(=O)NC=1C=CC(=C(C(=O)NC2=C(C(=C(C=C2)F)NC(C(F)F)=O)F)C1)Cl)(Cl)Cl)(F)F 5-(3-(3,5-Bis(trifluoromethyl)phenyl)-2,2-dichlorocyclopropane-1-carboxamido)-2-chloro-N-(3-(2,2-difluoroacetamido)-2,4-difluorophenyl)benzamide